[C@@H]1([C@@H](O)[C@H](O)[C@H](O)[C@@H](O1)C)OCCNC(CCCCC(=O)ON1C(CCC1=O)=O)=O 2,5-Dioxopyrrolidin-1-yl 6-({2-[(α-L-fucopyranosyl)oxy]ethyl}amino)-6-oxohexanoate